2-Mercaptothioxanthone SC1=CC=2C(C3=CC=CC=C3SC2C=C1)=O